4-(1-methylindol-3-yl)pyrimidin-2-yl chloride CN1C=C(C2=CC=CC=C12)C1=NC(=NC=C1)Cl